Ethyl 4-(4-((1s,2s,4s)-4-amino-2-(hydroxymethyl) cyclopentyl) phenyl)-7-(4-(trifluoromethyl) phenyl)-2-naphthoate N[C@@H]1C[C@@H]([C@H](C1)C1=CC=C(C=C1)C1=CC(=CC2=CC(=CC=C12)C1=CC=C(C=C1)C(F)(F)F)C(=O)OCC)CO